BrC=1C=C(C=CC1N(C)C)N1C=CC2=C1N=C(N=C2)N 7-(3-bromo-4-(dimethylamino)phenyl)-7H-pyrrolo[2,3-d]pyrimidin-2-amine